2-methyl-N-{2-[5-({2-[2-(2-methylpropanamido)acetyl]-1,3-dioxo-2,3-dihydro-1H-inden-5-yl}sulfonyl)-1,3-dioxo-2,3-dihydro-1H-inden-2-yl]-2-oxoethyl}propanamide CC(C(=O)NCC(=O)C1C(C2=CC=C(C=C2C1=O)S(=O)(=O)C=1C=C2C(C(C(C2=CC1)=O)C(CNC(C(C)C)=O)=O)=O)=O)C